CC=1N=C2N(CCN(C2)C(=O)C=2C=C3C(=NC2)NC=C3C3=CC=2N(C=C3)N=CC2C(=O)N[C@@H](C(F)(F)F)C)C1 (R)-5-(5-(2-methyl-5,6,7,8-tetrahydroimidazo[1,2-a]pyrazine-7-carbonyl)-1H-pyrrolo[2,3-b]pyridin-3-yl)-N-(1,1,1-trifluoropropan-2-yl)pyrazolo[1,5-a]pyridine-3-carboxamide